ClC=1C=NN(C1C1=NN2C(N(C(CC2)=O)CC2=CC(=C(C=C2)C=2N(C=C(N2)C(F)(F)F)C(C)C)F)=N1)C(C)C 2-(4-chloro-1-isopropyl-1H-pyrazol-5-yl)-4-(3-fluoro-4-(1-isopropyl-4-(trifluoromethyl)-1H-imidazol-2-yl)benzyl)-6,7-dihydro-[1,2,4]triazolo[1,5-a]pyrimidin-5(4H)-one